ClC1=NC=C(C=C1)OC1CCNCC1 2-chloro-5-(piperidin-4-yloxy)pyridine